OC1=C(C(=O)C2=CC=CC=C2)C=CC(=C1)OC(C=C)=O 2-hydroxy-4-(acryloyloxy)benzophenone